C1(CCCCC1)N1CCC(CC1)(C(=O)N(C1=CC=CC=C1)CC1=NC=C(C=C1)C=1OC(=NN1)C(F)F)F 1-cyclohexyl-N-((5-(5-(difluoromethyl)-1,3,4-oxadiazol-2-yl)pyridin-2-yl)methyl)-4-fluoro-N-phenylpiperidine-4-carboxamide